C(CCCCCCCCCCCC)P(O)(O)(O)CCCCCCCCCCCCC.C(CCCCCCC)O[Ti](OCCCCCCCC)(OCCCCCCCC)OCCCCCCCC tetraoctyloxytitanium (ditridecyl phosphite)